C[Si](CCOCN1C=NC(=C1)C#N)(C)C 1-{[2-(trimethylsilyl)ethoxy]Methyl}-1H-imidazole-4-carbonitrile